FC1=C(C(=CC=C1)F)C1(C=2N(C3=C(C=N1)C=CC=C3)C(=NN2)C2=NC=NC=C2)C 2,6-difluorophenyl-4-methyl-1-pyrimidin-4-yl-4H-[1,2,4]triazolo[4,3-a][1,4]benzodiazepine